BrC1=CN=C2N1C=CN=C2Cl 3-bromo-8-chloro-imidazo[1,2-a]Pyrazine